phenanthrene-3-yl-3-oxobutyric acid C1=CC(=CC=2C3=CC=CC=C3C=CC12)C(C(=O)O)C(C)=O